[N+](=O)([O-])C1=C(C=2C(=NNN2)C(=C1[N+](=O)[O-])C1=CC2=C(S1)C(=CS2)CCCCCCCCCCC)C2=CC1=C(S2)C(=CS1)CCCCCCCCCCC 5,6-dinitro-4,7-bis(6-undecylthieno[3,2-b]thiophen-2-yl)-2H-benzo[d][1,2,3]triazole